C(C)(=O)OC1=CC(=C(C(=O)O)C=C1)C(F)(F)F 4-acetoxy-2-trifluoromethyl-benzoic acid